tert-butyl (S)-(5-((2-(5-methyl-1,3,4-oxadiazol-2-yl)-6-nitrophenyl)amino)hexyl)carbamate CC1=NN=C(O1)C1=C(C(=CC=C1)[N+](=O)[O-])N[C@H](CCCCNC(OC(C)(C)C)=O)C